tert-butyl 4-(6-((2,6-dioxopiperidin-3-yl)carbamoyl)pyridin-3-yl)piperazine-1-carboxylate O=C1NC(CCC1NC(=O)C1=CC=C(C=N1)N1CCN(CC1)C(=O)OC(C)(C)C)=O